C(C1=CC=CC=C1)OC(=O)C12CC2C1 bicyclo[1.1.0]butane-1-carboxylic acid benzyl ester